CO[P+](C1=CC=CC=C1)(C1=CC=CC=C1)C1=CC=CC=C1 methoxytriphenylphosphonium